C(C)(C)(C)OC1=NC=C(C(=N1)OC(C)(C)C)B(O)O 2,4-DITERT-BUTOXYPYRIMIDIN-5-YLBORONIC ACID